C(C)(C)(C)OC(=O)NCC1=C(N=NC(=C1)N1C=NC=C1)C(=O)NC1=C(C(=O)[O-])C=C(C(=C1)F)F 2-(4-(((tert-butoxycarbonyl) amino) methyl)-6-(1H-imidazol-1-yl) pyridazine-3-carboxamido)-4,5-difluorobenzoate